C(C1=CC=CC=C1)OC(=O)NCCC[C@@H]1CC(N(C1)C(=O)OC(C)(C)C)(C)C tert-butyl (4R)-4-[3-(benzyloxycarbonylamino)propyl]-2,2-dimethyl-pyrrolidine-1-carboxylate